CNC(=O)C1=CC=CC=2N(C(NC21)=O)[C@@H]2CC[C@@H](CC2)C(NC2=CC(=C(C=C2)C)OC)=O N-methyl-2-oxo-1-[cis-4-[(3-methoxy-4-methylphenyl)carbamoyl]cyclohexyl]-2,3-dihydro-1H-1,3-benzodiazole-4-carboxamide